N[C@@H]1CC[C@H](CC1)C(=O)NC=1N=CC2=CC=C(C=C2C1)C=1C=NN(C1)C trans-4-amino-N-(6-(1-methyl-1H-pyrazol-4-yl)isoquinolin-3-yl)cyclohexane-1-carboxamide